butenyl propionate C(CC)(=O)OC=CCC